NC1=C(OC2=CC=C(C=C2)S(=O)(=O)C2=CC=C(C=C2)OC2=C(C=CC=C2)N)C=CC=C1 bis{4-(aminophenoxy) phenyl} sulfone